[N+](=O)([O-])C=1C=CC2=C(N=C(S2)S)C1 5-nitrobenzo[d]thiazole-2-thiol